6-cyclobutoxy-2-(1H-imidazol-1-yl)-N-((1r,4r)-4-methylcyclohexyl)-pyrimidine-4-carboxamide C1(CCC1)OC1=CC(=NC(=N1)N1C=NC=C1)C(=O)NC1CCC(CC1)C